tert-butyl 4-(7-bromo-2,8-difluoro-6-(trifluoromethyl)quinazolin-4-yl)piperazine-1-carboxylate BrC1=C(C=C2C(=NC(=NC2=C1F)F)N1CCN(CC1)C(=O)OC(C)(C)C)C(F)(F)F